C(C1=CC=CC=C1)SC(NC#N)=NC S-benzyl-N-cyano-N'-methyl-isothiourea